heneicosyl-diethylamine C(CCCCCCCCCCCCCCCCCCCC)N(CC)CC